BrC=1C=NC(=NC1)N1CCC(CC1)N1N=C2C(CNCC2)=C1 2-[1-(5-bromopyrimidin-2-yl)-4-piperidyl]-4,5,6,7-tetrahydropyrazolo[4,3-c]pyridine